(S)-5-(3-(4-(1H-pyrazol-1-yl)phenyl)propan-1-yn-1-yl)-2-(1-amino-1,3-dihydrospiro[indene-2,4'-piperidin]-1'-yl)-3-methylpyrimidin-4(3H)-one N1(N=CC=C1)C1=CC=C(C=C1)CC#CC=1C(N(C(=NC1)N1CCC2(CC1)[C@@H](C1=CC=CC=C1C2)N)C)=O